methyl 2-(5-methyl-2-(2-methyl-1,2,3,4-tetrahydropyrazino[1,2-b]indazol-9-yl)piperidin-1-yl)-2-oxoacetate CC1CCC(N(C1)C(C(=O)OC)=O)C1=CC2=C3N(N=C2C=C1)CCN(C3)C